(2,6-dichlorobenzoyl)-4-propylphenylphosphine oxide ClC1=C(C(=O)P(C2=CC=C(C=C2)CCC)=O)C(=CC=C1)Cl